(S)-5-(((2-(3'-chloro-2'-(2-chloro-3-((2-fluoro-3-(2-((2-hydroxyethyl)amino)ethyl)phenyl)amino)phenyl)-6-methoxy-[2,4'-bipyridin]-5-yl)ethyl)amino)methyl)pyrrolidin-2-one ClC=1C(=NC=CC1C1=NC(=C(C=C1)CCNC[C@@H]1CCC(N1)=O)OC)C1=C(C(=CC=C1)NC1=C(C(=CC=C1)CCNCCO)F)Cl